ethyl 1-(5-bromopyrimidin-4-yl)-2-methylpiperidine-4-carboxylate BrC=1C(=NC=NC1)N1C(CC(CC1)C(=O)OCC)C